N-((3R,5S)-5-((1H-1,2,3-Triazol-1-yl)methyl)pyrrolidin-3-yl)-5-(3-(trifluoromethoxy)phenyl)oxazole-2-carboxamide TFA salt OC(=O)C(F)(F)F.N1(N=NC=C1)C[C@@H]1C[C@H](CN1)NC(=O)C=1OC(=CN1)C1=CC(=CC=C1)OC(F)(F)F